[C@H]12N(C[C@H](NC1)C2)C2=C(C=C(C=C2)F)NC(=O)C2=[N+](C(=CC=C2)C2=C(C=CC=C2OC)F)[O-] 2-((2-((1R,4R)-2,5-diazabicyclo[2.2.1]heptan-2-yl)-5-fluorophenyl)carbamoyl)-6-(2-fluoro-6-methoxyphenyl)pyridine 1-oxide